2-((2-(trimethylsilyl)ethoxy)methyl)-2H-1,2,3-triazol-4-amine C[Si](CCOCN1N=CC(=N1)N)(C)C